2-((2S,3S,4R)-5-chloro-6-fluoro-2-formyl-3-methyl-2-phenyl-2,3-dihydrobenzofuran-4-yl)-3-fluoro-4-((2S)-2-((tetrahydro-2H-pyran-2-yl)oxy)propoxy)benzonitrile ClC=1C(=CC2=C([C@@H]([C@](O2)(C2=CC=CC=C2)C=O)C)C1C1=C(C#N)C=CC(=C1F)OC[C@H](C)OC1OCCCC1)F